O=C1NC(CCC1N1C(C2=CC=CC(=C2C1)C#CCCCCN1CCN(CC1)C1=CC=C(C(=O)N2CCC(CC2)CCCCNC(\C=C\C=2C=NC=CC2)=O)C=C1)=O)=O (E)-N-(4-(1-(4-(4-(6-(2-(2,6-dioxopiperidin-3-yl)-1-oxoisoindoline-4-yl)hex-5-yn-1-yl)piperazin-1-yl)benzoyl)piperidin-4-yl)butyl)-3-(pyridin-3-yl)acrylamide